7-((1r,4r)-4-(2-(trifluoromethyl)pyridin-4-yl)cyclohexyl)-2-thia-7-azaspiro[3.5]nonane 2,2-dioxide FC(C1=NC=CC(=C1)C1CCC(CC1)N1CCC2(CS(C2)(=O)=O)CC1)(F)F